((4-(cyclopropyloxydifluoromethyl)phenyl)amino)-N-methyl-3-(1-methyl-1H-imidazol-4-yl)benzenesulfonamide C1(CC1)OC(C1=CC=C(C=C1)NC1=C(C=CC=C1C=1N=CN(C1)C)S(=O)(=O)NC)(F)F